C(C)N1CCN(CC1)C1=CC(=NC=N1)NC1CC2(CNC2)C1 N-(6-(4-ethylpiperazin-1-yl)pyrimidin-4-yl)-2-azaspiro[3.3]heptan-6-amine